6-phenyl-2,4-diamino-1,3,5-triazine C1(=CC=CC=C1)C1=NC(=NC(=N1)N)N